bi-catechol borate B(O)(O)O.C1(O)=C(O)C(=CC=C1)C=1C(=C(O)C=CC1)O